4-[5-(4-chlorophenyl)-1-[3-(trifluoromethyl)-2-pyridinyl]pyrrol-2-yl]-N-[2-(dimethylamino)ethyl]-benzamide ClC1=CC=C(C=C1)C1=CC=C(N1C1=NC=CC=C1C(F)(F)F)C1=CC=C(C(=O)NCCN(C)C)C=C1